ClC1=CC=C(C=C1)C1(CCCCC1)CN (1-(4-chlorophenyl)cyclohexyl)methanamine